(4S,5S)-5-((S)-5H-imidazo[5,1-a]isoindol-5-yl)-4,5,6,7-tetrahydrobenzo[d]thiazol-4-ol C=1N=CN2C1C1=CC=CC=C1[C@@H]2[C@@H]2CCC1=C(N=CS1)[C@H]2O